[6-(3-cyclopropyl-1,2,4-triazol-1-yl)-2-azaspiro[3.3]heptan-2-yl]-[3-[[2-fluoro-4-(trifluoromethyl)phenyl]methylamino]azetidin-1-yl]methanone C1(CC1)C1=NN(C=N1)C1CC2(CN(C2)C(=O)N2CC(C2)NCC2=C(C=C(C=C2)C(F)(F)F)F)C1